3-Fluoro-4-(4-hydroxyphenyl)piperidine-1-carboxylic acid tert-butyl ester C(C)(C)(C)OC(=O)N1CC(C(CC1)C1=CC=C(C=C1)O)F